2,3,4,5-tetrahydro-1H-pyrido[4,3-b]Indole hydrochloride Cl.C1NCCC=2NC=3C=CC=CC3C21